N-(4-aminophenylethyl)-5-oxopyrrolidine-2-carboxamide NC1=CC=C(C=C1)CCNC(=O)C1NC(CC1)=O